4-(7-(1-methyl-1H-pyrazol-3-yl)-2-(3-(m-tolyl)-1H-pyrazol-1-yl)pyrazolo[1,5-a][1,3,5]triazin-4-yl)morpholine CN1N=C(C=C1)C1=NN2C(N=C(N=C2N2CCOCC2)N2N=C(C=C2)C=2C=C(C=CC2)C)=C1